4-[4-iodo-3-(hydroxymethyl)phenoxy]benzonitrile IC1=C(C=C(OC2=CC=C(C#N)C=C2)C=C1)CO